6-[4-[acetyl(isobutyl)amino]-3-methyl-phenyl]-N-[(2-methyl-3-pyridyl)methyl]pyridine-3-carboxamide C(C)(=O)N(C1=C(C=C(C=C1)C1=CC=C(C=N1)C(=O)NCC=1C(=NC=CC1)C)C)CC(C)C